FC=1C=C(C(=O)N2CCC3=CC(=CC=C23)C(=O)O)C=CC1 1-(3-fluorobenzoyl)indoline-5-carboxylic acid